C(C#C)OC1=C(C=CC=C1)C1CC(=NO1)C=1N=C(SC1)C1CCN(CC1)C(C)=O 1-[4-(4-{5-[2-(prop-2-yn-1-yloxy)phenyl]-4,5-dihydro-1,2-oxazol-3-yl}-1,3-thiazol-2-yl)piperidin-1-yl]ethanon